O([Si](C)(C)C(C)(C)C)CC=O (tert-butyldimethylsiloxy)acetaldehyde